OCTYL-2-FUROATE C(CCCCCCC)OC(=O)C=1OC=CC1